P(=O)(OCO[C@H](CN(C)C)COC1=C(C=CC=C1)CCC1=CC(=CC=C1)OC)(OO/N=C(\F)/Cl)F ((((R)-1-(dimethylamino)-3-(2-(3-methoxyphenethyl) phenoxy) propan-2-yl) oxy) methyl) (E)-(((chlorofluoromethylene) amino) oxy) fluorophosphate